BrC=1C=C2C(=NC1)CN(C2)CC2=C(C=C(C=C2)OC)OC 3-bromo-6-[(2,4-dimethoxyphenyl)methyl]-5,7-dihydropyrrolo[3,4-b]pyridine